(E)-N-((1,2,3,5,6,7-hexahydro-s-indacen-4-yl)carbamoyl)-3-(piperidin-2-yl)prop-1-ene-1-sulfonamide C1CCC2=C(C=3CCCC3C=C12)NC(=O)NS(=O)(=O)\C=C\CC1NCCCC1